hexamethylguanidinium tris(pentafluoroethyl)trifluorophosphate CN=C(N(C)C)[N+](C)(C)C.C(C(F)(F)[P-](C(C(F)(F)F)(F)F)(C(C(F)(F)F)(F)F)(F)(F)F)(F)(F)F